(4-((5-amino-7-fluoroimidazo[1,2-c]quinazolin-2-yl)-methyl)piperidin-1-yl)(pyridin-2-yl)-methanone NC1=NC=2C(=CC=CC2C=2N1C=C(N2)CC2CCN(CC2)C(=O)C2=NC=CC=C2)F